2-bromo-5-methoxy-pyrazine BrC1=NC=C(N=C1)OC